5-[(4R,9aS)-8-[2-(3-aminoazetidin-1-yl)-4-pyridyl]-4-methyl-3,4,6,7,9,9a-hexahydro-1H-pyrazino[1,2-a]pyrazin-2-yl]quinoline-8-carbonitrile NC1CN(C1)C1=NC=CC(=C1)N1C[C@@H]2N([C@@H](CN(C2)C2=C3C=CC=NC3=C(C=C2)C#N)C)CC1